1-[(tert-Butoxycarbonyl)-amino]cyclopropanecarboxylic acid C(C)(C)(C)OC(=O)NC1(CC1)C(=O)O